1-(3-(6-(3-fluorophenyl)-2-methyl-2H-indazol-3-yl)pyrrolidin-1-yl)prop-2-en-1-one FC=1C=C(C=CC1)C=1C=CC2=C(N(N=C2C1)C)C1CN(CC1)C(C=C)=O